FC(S(=O)(=O)OC1=CC2=C(C(=C(CCC2)C2=C(C=C(C=C2)Cl)Cl)C2=CC=C(C=C2)O[C@@H]2CN(CC2)CCCF)C=C1)(F)F (S)-8-(2,4-dichlorophenyl)-9-(4-((1-(3-fluoropropyl)pyrrolidin-3-yl)oxy)phenyl)-6,7-dihydro-5H-benzo[7]annulen-3-yl trifluoro-methanesulfonate